tert-butyl 7-tert-butyl-4-hydroxy-3,4-dihydro-1H-isoquinoline-2-carboxylate C(C)(C)(C)C1=CC=C2C(CN(CC2=C1)C(=O)OC(C)(C)C)O